3-hydroxypropyltriazolylmethyl-amine OCCCNCC=1N=NNC1